Cl.F\C(=C/CN)\CS(=O)(=O)C1=CC=CC2=C1N=C(S2)C (Z)-3-fluoro-4-((2-methylbenzo[d]thiazol-4-yl)sulfonyl)but-2-en-1-amine hydrochloride